4-(bis(3-((tert-butoxycarbonyl)amino)propyl)amino)-4-oxobutanoate C(C)(C)(C)OC(=O)NCCCN(C(CCC(=O)[O-])=O)CCCNC(=O)OC(C)(C)C